[[(trimethylsilyl)thio]methyl]benzene C[Si](SCC1=CC=CC=C1)(C)C